IC[C@H]1N(CCC1)C(=O)OC(C)(C)C tert-butyl (2S)-2-(iodomethyl)pyrrolidine-1-carboxylate